Ethyl 2-(5-(2-(azetidin-1-yl) ethyl)-2-oxo-4-(trifluoromethyl) pyridin-1(2H)-yl)-4,4-dimethylpentanoate N1(CCC1)CCC=1C(=CC(N(C1)C(C(=O)OCC)CC(C)(C)C)=O)C(F)(F)F